FC(C(=O)O)(F)F.C(#C)C1=C2C=CC(=CC2=CC=C1F)O 5-ethynyl-6-fluoronaphthalen-2-ol 2,2,2-trifluoroacetate